C(C)(C)(C)[Si](C)(C)OCCC#CC=1C(=NC(=NC1)Cl)Cl tert-butyl-[4-(2,4-dichloropyrimidin-5-yl)but-3-ynoxy]-dimethyl-silane